5,7-difluoro-1,2,3,4-tetrahydronaphthalen-2-ol FC1=C2CCC(CC2=CC(=C1)F)O